C(C)(C)(C)C1=CC=C(C=C1)NC(=O)C1=NNC=N1 N-(4-(tert-butyl)phenyl)-1H-1,2,4-triazole-3-carboxamide